C(C)(C)(C)OC(=O)N[C@@H]1C2=C(OC13CCN(CC3)C=3N=CC(=NC3)[S-])C=CC=C2.[Na+] sodium (R)-5-(3-((tert-butoxycarbonyl)amino)-3H-spiro[benzofuran-2,4'-piperidin]-1'-yl)pyrazine-2-thiolate